tert-butyl (E)-(2-((3-(ethylcarbamoyl)-1H-pyrazol-1-yl)methyl)-3-fluoroallyl)carbamate C(C)NC(=O)C1=NN(C=C1)C\C(\CNC(OC(C)(C)C)=O)=C\F